3-methyl-1-(pyridazin-3-ylmethyl)-6-[3-(trifluoromethyl)phenyl]imidazo[4,5-b]pyridin-2-one CN1C(N(C=2C1=NC=C(C2)C2=CC(=CC=C2)C(F)(F)F)CC=2N=NC=CC2)=O